N1=CC(=CC=C1)NC=1C(C(C1NCC1=NC=C(C=C1)C1=NOC(=N1)C(F)(F)F)=O)=O 3-(pyridin-3-ylamino)-4-(((5-(5-(trifluoromethyl)-1,2,4-oxadiazol-3-yl)pyridin-2-yl)methyl)amino)cyclobut-3-ene-1,2-dione